(m-octyl-oxyphenyl)triphenylboron C(CCCCCCC)OC=1C=C(C=CC1)C1=C(C=CC=C1)B(C1=CC=CC=C1)C1=CC=CC=C1